[Si](C)(C)(C(C)(C)C)OCCN 2-((tert-butyldimethylsilyl)oxy)ethanamine